5-chloro-6-fluoro-1-(tetrahydro-2H-pyran-2-yl)-1H-indazole-4-carbonyl chloride ClC1=C(C=2C=NN(C2C=C1F)C1OCCCC1)C(=O)Cl